Cl.ClCC1=C(C=NC=C1)F 4-(chloromethyl)-3-fluoropyridine hydrochloride